[2-[(5-amino-2-fluoro-4-methoxy-phenyl)methoxy]-1-methyl-ethyl]ammonium methyl-5-(7-(difluoromethyl)-1,2,3,4-tetrahydroquinolin-6-yl)picolinate COC(C1=NC=C(C=C1)C=1C=C2CCCNC2=CC1C(F)F)=O.NC=1C(=CC(=C(C1)COCC(C)[NH3+])F)OC